The molecule is a coumarate that is the conjugate base of 2-coumaric acid. It has a role as a plant metabolite. It is a conjugate base of a 2-coumaric acid. C1=CC=C(C(=C1)/C=C/C(=O)O)[O-]